C(C=C)OC(=O)NC[C@@H](CN(C(OC(C)(C)C)=O)CCCNC(=O)OC(C)(C)C)O tert-butyl N-[(2S)-3-(allyloxycarbonylamino)-2-hydroxy-propyl]-N-[3-(tert-butoxycarbonylamino)propyl]carbamate